ClC=1C=C(C=CC1)N1CC(CC1=O)C(=O)NC1=CC(=NN1)C1CC1 1-(3-chlorophenyl)-N-(3-cyclopropyl-1H-pyrazol-5-yl)-5-oxopyrrolidine-3-carboxamide